N1CCC(CC1)N1C=NC2=C(C1=O)SC=C2 3-(piperidin-4-yl)thieno[3,2-d]Pyrimidin-4(3H)-one